ClC1=CC=CC(=N1)[C@](CNC(=O)C=1SC(=NN1)C1=C(C=C(C=C1)F)F)(C)C=1C=NN(C1)C N-[(2R)-2-(6-chloro-2-pyridyl)-2-(1-methylpyrazol-4-yl)propyl]-5-(2,4-difluorophenyl)-1,3,4-thiadiazole-2-carboxamide